2,6-dimethylbenzoyl-4-methoxyphenyl-phosphine oxide CC1=C(C(=O)P(C2=CC=C(C=C2)OC)=O)C(=CC=C1)C